(S)-7-(2-chloro-5-fluoropyrimidin-4-yl)-5-fluoro-1-(fluoromethyl)-2,3-dihydro-1H-benzo[d]pyrrolo[1,2-a]imidazole ClC1=NC=C(C(=N1)C1=CC2=C(N=C3N2[C@@H](CC3)CF)C(=C1)F)F